6-bromo-4-methoxybenzo[d][1,3]dioxin BrC1=CC2=C(OCOC2OC)C=C1